2-([1-[(2-Chlorophenyl)methyl]-5-(3-fluorophenyl)1H-pyrazol-3-yl]methoxy)-2-methylpropanoic acid ClC1=C(C=CC=C1)CN1N=C(C=C1C1=CC(=CC=C1)F)COC(C(=O)O)(C)C